NC1=NC(=NC=C1C(=O)O)C1=NN(C2=NC=C(C=C21)F)CC2=C(C=CC=C2)F 4-amino-2-(5-fluoro-1-(2-fluorobenzyl)-1H-pyrazolo[3,4-b]pyrid-3-yl)pyrimidine-5-carboxylic acid